CC(O)(CCC1=CC=CC=C1)C dimethylphenylethylcarbinol